CC1=C(C=CC(=C1)C)C1=CC=C(O1)C(=O)NC(C)C 5-(2,4-dimethylphenyl)-N-isopropylfuran-2-carboxamide